N-[4-chloro-3-(N,N-dimethylsulfamoyl)phenyl]-5-(pyridin-4-yl)-thieno[2,3-b]pyridine-2-carboxamide ClC1=C(C=C(C=C1)NC(=O)C1=CC=2C(=NC=C(C2)C2=CC=NC=C2)S1)S(N(C)C)(=O)=O